6-(butylamino)-1-ethyl-5-methyl-3-phenyl-3,5-dihydroimidazo[4,5-c][1,2]thiazine-4(1H)-one 2,2-dioxide C(CCC)NC=1N(C2=C(N(S(C(C2=O)C2=CC=CC=C2)(=O)=O)CC)N1)C